C(C)(C)(C)OC(=O)N[C@H](C(=O)OC(C)(C)C)CCSCCC(C(F)(F)F)(C1=CC=CC=C1)O (2s)-tert-butyl 2-((tert-butoxycarbonyl)amino)-4-((4,4,4-trifluoro-3-hydroxy-3-phenylbutyl)thio)butanoate